NC1CCCCC1 5-aminocyclohexane